2-(3-(3,4-dihydroisoquinolin-2(1H)-yl)-2-hydroxypropyl)-3,4-dihydroisoquinolin-1(2H)-one C1N(CCC2=CC=CC=C12)CC(CN1C(C2=CC=CC=C2CC1)=O)O